(S)-3-((4-chlorophenyl)ethynyl)-N-(2-(2-cyano-4,4-difluoropyrrolidin-1-yl)-2-oxoethyl)isonicotinamide ClC1=CC=C(C=C1)C#CC1=C(C(=O)NCC(=O)N2[C@@H](CC(C2)(F)F)C#N)C=CN=C1